NC1=NC2=CC(=CC=C2C=C1F)CN(C(CCC(F)(F)F)=O)C1=CC=CC=2CCS(C21)(=O)=O N-[(2-amino-3-fluoroquinolin-7-yl)methyl]-N-(1,1-dioxo-2,3-dihydro-1λ6-benzothiophen-7-yl)-4,4,4-trifluorobutanamide